NCC1=NC=CC(=C1F)C1=CC(=CC=2C(=COC21)C(F)(F)F)COC2=C(C=C(C=C2)F)CC(=O)OCC ethyl 2-(2-((7-(2-(aminomethyl)-3-fluoropyridin-4-yl)-3-(trifluoromethyl)benzofuran-5-yl)methoxy)-5-fluorophenyl)acetate